NC1=C2C(=NC=N1)N(N=C2C#CC=2C(=CC1=C(N(C(=N1)C)C)C2F)F)[C@H]2C[C@@H](N(C2)C(C=C)=O)COC ((2r,4s)-4-(4-amino-3-((5,7-difluoro-1,2-dimethyl-1H-benzo[d]imidazol-6-yl)ethynyl)-1H-pyrazolo[3,4-d]pyrimidin-1-yl)-2-(methoxymethyl)pyrrolidin-1-yl)prop-2-en-1-one